C(#N)C1=CC=CC2=C1N(C=N2)CC(=O)N[C@@H](C)C2=CC=C(C=C2)C(C)(C)C#N (S)-2-(7-CYANO-1H-BENZIMIDAZOL-1-YL)-N-{1-[4-(1-CYANO-1-METHYLETHYL)PHENYL]ETHYL}ACETAMIDE